CC1=NC(=CC(=C1)C1=C(C=2C(=CN=C(C2F)C2CCN(CC2)CC2(COC2)C)N1)C(C)C)C 2-(2,6-dimethylpyridin-4-yl)-4-fluoro-3-isopropyl-5-(1-((3-methyloxetan-3-yl)methyl)piperidin-4-yl)-1H-pyrrolo[2,3-c]pyridine